BrC1=CC=C2C(=N1)N(C=N2)C=2C=C(C=CC2)NC(OC(C)(C)C)=O tert-butyl (3-(5-bromo-3H-imidazo[4,5-b]pyridin-3-yl)phenyl)carbamate